3-amino-2,6-bis((cyclopropylmethyl)amino)-N-(3-fluoro-4-methoxybenzyl)benzamide NC=1C(=C(C(=O)NCC2=CC(=C(C=C2)OC)F)C(=CC1)NCC1CC1)NCC1CC1